COC1=CC=C(CN2N=C3C(=C(C2=O)C(F)(F)F)CCC3CC(=O)N(C3CCN(CC3)C3=NC=C(C=N3)C(F)(F)F)C)C=C1 2-(2-(4-Methoxybenzyl)-3-oxo-4-(trifluoromethyl)-3,5,6,7-tetrahydro-2H-cyclopenta[c]pyridazin-7-yl)-N-methyl-N-(1-(5-(trifluoromethyl)pyrimidin-2-yl)piperidin-4-yl)acetamide